2-AMINO-4-FLUORO-BUTANOIC ACID NC(C(=O)O)CCF